5-(4-bromo-2-fluoro-phenyl)-1,3-difluoro-2-(trifluoromethoxy)benzene BrC1=CC(=C(C=C1)C=1C=C(C(=C(C1)F)OC(F)(F)F)F)F